ClC1=C(C=CC2=C1C(=NCC=1N2N=C(N1)C(=O)N1CC(C1)OC)C1=C(C=CC(=C1)O)F)C(F)(F)F [7-chloro-6-(2-fluoro-5-hydroxy-phenyl)-8-(trifluoromethyl)-4H-[1,2,4]triazolo[1,5-a][1,4]benzodiazepin-2-yl]-(3-methoxyazetidin-1-yl)methanone